7-((1-methyl-5-(tetrahydro-2H-pyran-4-yl)-1H-pyrazol-4-yl)amino)isoindolin-1-one CN1N=CC(=C1C1CCOCC1)NC=1C=CC=C2CNC(C12)=O